N1=CN=CC2=NC3=C(N=C12)N=CN=C3 pyrimido[5,4-g]pteridine